methyl-3-(hydroxymethyl)benzoate COC(C1=CC(=CC=C1)CO)=O